(R)-3-(1-((4-methyl-4H-1,2,4-triazol-3-yl)thio)ethyl)aniline CN1C(=NN=C1)S[C@H](C)C=1C=C(N)C=CC1